C(C1=CC=CC=C1)OC=1C=C(C=C(C1OCC1=CC=CC=C1)OC)C=CC(=O)C1=C(C=C(C=C1O)OCC1=CC=CC=C1)OCC1=CC=CC=C1 3-(3,4-bis(benzyloxy)-5-methoxyphenyl)-1-(2,4-bis(benzyloxy)-6-hydroxyphenyl)prop-2-en-1-one